FC(OC=1C=C(C=CC1)C1=NOC(=N1)C1CC12C(CN(CC2)S(=O)(=O)N)F)F 1-{3-[3-(Difluoromethoxy)phenyl]-1,2,4-oxadiazol-5-yl}-4-fluoro-6-azaspiro[2.5]octan-6-sulfonamid